5-chloro-2-fluoro-N-(4-(3-methyl-4-((2-morpholinoethyl)amino)-1H-pyrazolo[3,4-d]pyrimidin-6-yl)phenyl)benzenesulfonamide ClC=1C=CC(=C(C1)S(=O)(=O)NC1=CC=C(C=C1)C1=NC(=C2C(=N1)NN=C2C)NCCN2CCOCC2)F